FC=1C=CCC2C1C=CC1=C(S2N2CCN(CC2)CCO)C=C(C=C1)C(C)C 2-[4-(9-fluoro-3-propan-2-yl-5,6-dihydrobenzo[b][1]benzothiepin-5-yl)piperazin-1-yl]ethanol